C1CCC12OC[C@H](C2)COC2=NN=C(S2)N (S)-5-((5-oxaspiro(3.4)octan-7-yl)methoxy)-1,3,4-thiadiazol-2-amine